N-((2r,3r,4r,5r,6r)-2-(((E)-3,7-dimethyloct-2,6-dien-1-yl)oxy)-5-hydroxy-6-(hydroxymethyl)-4-oxotetrahydro-2H-pyran-3-yl)acetamide C\C(=C/CO[C@@H]1O[C@@H]([C@H](C([C@@H]1NC(C)=O)=O)O)CO)\CCC=C(C)C